(R)-((S)-1-methylpyrrolidin-2-yl)(phenyl)methanamine CN1[C@@H](CCC1)[C@H](N)C1=CC=CC=C1